2-(4-{2-[(2,3-dihydro-1H-inden-2-yl)amino]pyrimidin-5-yl}-3-(morpholin-4-ylmethyl)-1H-pyrazol-1-yl)-1-{1H,4H,5H,6H,7H-[1,2,3]triazolo[4,5-c]pyridin-5-yl}ethan-1-one C1C(CC2=CC=CC=C12)NC1=NC=C(C=N1)C=1C(=NN(C1)CC(=O)N1CC2=C(CC1)NN=N2)CN2CCOCC2